C1(CC1)CNC1=CC=2N(C(=C1)C1=CC=C(C#N)C=C1)N=CN2 4-{7-[(cyclopropylmethyl)amino]-[1,2,4]triazolo[1,5-a]pyridin-5-yl}benzonitrile